FC1=C(CN2C(N([C@H](C3=CC=C(C=C23)C(=O)NCC2=C(C=C(C=C2F)F)F)C)C)=O)C=C(C(=C1)OC)OC (S)-1-(2-fluoro-4,5-dimethoxy-benzyl)-3,4-dimethyl-2-oxo-N-(2,4,6-trifluorobenzyl)-1,2,3,4-tetrahydro-quinazoline-7-carboxamide